benzoyl-4,4-difluorocyclohexylamine C(C1=CC=CC=C1)(=O)NC1CCC(CC1)(F)F